COC1=NC=2C(CCC(C2C=C1)N)OC1=CC=C(C=C1)C(F)(F)F 2-methoxy-8-{4-(trifluoromethyl)phenoxy}-5,6,7,8-tetrahydroquinolin-5-amine